N[C@@H](CC(=O)OCC)C=1C=C(C=C(C1F)C)C1=C(C=CC=C1C(F)(F)F)OC (S)-ethyl 3-amino-3-(4-fluoro-2'-methoxy-5-methyl-6'-(trifluoromethyl)biphenyl-3-yl)propanoate